OC1=C(C#N)C=CC=C1 o-hydroxybenzonitrile